FC1=C(C=CC(=C1)C(NC)=O)C=1N=C2SC3=C(N2C1)C=CC(=C3)C(=O)NC3CCNCC3 2-(2-fluoro-4-(methylcarbamoyl)phenyl)-N-(piperidin-4-yl)benzo[d]imidazo[2,1-b]thiazole-7-carboxamide